Cl.N1CC(C1)OC=1C=NC=CC1 3-(azetidin-3-yloxy)-pyridine hydrochloride